2-(6,7-dihydro-5H-pyrrolo[1,2-c]imidazol-1-yl)-2-[4-fluoro-1-oxo-6-[1-(4-piperidyl)triazol-4-yl]isoindolin-2-yl]-N-thiazol-2-yl-acetamide hydrochloride Cl.C1(=C2N(C=N1)CCC2)C(C(=O)NC=2SC=CN2)N2C(C1=CC(=CC(=C1C2)F)C=2N=NN(C2)C2CCNCC2)=O